C(#N)CC(=O)NCC1OC(OC1)(C)C 2-cyano-N-((2,2-dimethyl-1,3-dioxolan-4-yl)methyl)acetamide